CC=1C(=NC(=NC1)NC1=C(C=CC=C1)S(=O)(=O)NC(C)(C)C)NC1=C(C=CC=C1)S(=O)(=O)NC(C)(C)C (5-methylpyrimidine-2,4-diyl)bis((azanediyl))bis(N-(tert-butyl)benzenesulfonamide)